((1s,3s)-3-Hydroxy-3-methylcyclobutyl)(7-(o-tolyl)-2-azaspiro[3.5]nonan-2-yl)methanon OC1(CC(C1)C(=O)N1CC2(C1)CCC(CC2)C2=C(C=CC=C2)C)C